N1CNCC2=CC=C(C=C12)C#N 1,2,3,4-tetrahydroquinazolin-7-carbonitrile